ClC1=CC(=C2C(NC(NC2=C1)=O)=O)F 7-chloro-5-fluoroquinazoline-2,4(1H,3H)-dione